Benzyl 3-(3-(N-((1,2,3,5,6,7-hexahydro-s-indacen-4-yl)carbamoyl)sulfamoyl)-1H-pyrazol-1-yl)azetidine-1-carboxylate, sodium salt [Na].C1CCC2=C(C=3CCCC3C=C12)NC(=O)NS(=O)(=O)C1=NN(C=C1)C1CN(C1)C(=O)OCC1=CC=CC=C1